OC[C@H]1N(C(CC1)OC)C(=O)OC(C)(C)C (2S)-tert-butyl 2-(hydroxymethyl)-5-methoxypyrrolidine-1-carboxylate